dihydroanthracenesuccinic anhydride C1(CC=CC2=CC3=CC=CC=C3C=C12)C1CC(=O)OC1=O